(R)-2-(2-(3-aminopyrrolidin-1-yl)-6-fluoro-1H-benzo[d]imidazol-1-yl)-N-methyl-N-(2,2,2-trifluoroethyl)acetamide N[C@H]1CN(CC1)C1=NC2=C(N1CC(=O)N(CC(F)(F)F)C)C=C(C=C2)F